ClC=1C=C(C=CC1F)C=1C(=C2N(N1)CCC2)C2=CC1=C(N=CS1)C=C2 6-(2-(3-Chloro-4-fluorophenyl)-5,6-dihydro-4H-pyrrolo[1,2-b]pyrazol-3-yl)benzo[d]thiazole